COC1=CC=2C(C3=CC=CC=C3C2C=C1)NC(=O)C=1C(NC(=CC1)C(F)(F)F)=O N-(2-methoxy-9H-fluoren-9-yl)-2-oxo-6-(trifluoromethyl)-1,2-dihydropyridine-3-carboxamide